N-{(4aR,6R)-2-[4-(3,5-difluoropyridin-2-yl)-6-fluoro-1,2-benzoxazol-3-yl]-5,5-difluoro-1-oxooctahydropyrrolo[1,2-c]pyrimidin-6-yl}methanesulfonamide FC=1C(=NC=C(C1)F)C1=CC(=CC2=C1C(=NO2)N2C(N1[C@H](CC2)C([C@@H](C1)NS(=O)(=O)C)(F)F)=O)F